1,3,9-trimethyl-1,9-dihydro-4H-pyrazolo[3,4-b]quinoline CN1N=C(C2=C1N(C1=CC=CC=C1C2)C)C